4-(4-(2-(2-cyclopropyl-6-methylpyridin-4-yl)-3-isopropyl-1H-indol-5-yl)piperidine-1-carbonyl)-1-methylpyrrolidin-2-one C1(CC1)C1=NC(=CC(=C1)C=1NC2=CC=C(C=C2C1C(C)C)C1CCN(CC1)C(=O)C1CC(N(C1)C)=O)C